2-((5-chloro-2-(5-(2,6-diamino-5-cyanopyrimidin-4-yl)-5-azaspiro[2.4]heptan-6-yl)quinazolin-4-yl)amino)-N-hydroxybenzoamide ClC1=C2C(=NC(=NC2=CC=C1)C1N(CC2(CC2)C1)C1=NC(=NC(=C1C#N)N)N)NC1=C(C(=O)NO)C=CC=C1